S-(2-thiazolyl)-L-cysteine C1=CSC(=N1)SC[C@@H](C(=O)O)N